C(CCCCCCCCCCCCCCCC)C=1NC(OC1)=O 4-heptadecyloxazol-2(3H)-one